N=1C=CN2N=C(C=CC21)OC2=C(C=C(N)C=C2)C 4-(imidazo[1,2-b]pyridazin-6-yloxy)-3-methylaniline